7-(1-(4-Acetylpiperazin-1-yl)-2-methylpropyl)-3-ethylquinolin-2(1H)-one C(C)(=O)N1CCN(CC1)C(C(C)C)C1=CC=C2C=C(C(NC2=C1)=O)CC